C(C)(C)(C)C=1C=C(COP(=O)([O-])[O-])C=C(C1O)C(C)(C)C 3,5-di-t-butyl-4-hydroxybenzyl-phosphate